C(C)(C)(C)OC(=O)N1CCC(C2=CC=CC=C12)(C)N=[N+]=[N-] 4-azido-4-methyl-2,3-dihydroquinoline-1-carboxylic acid tert-butyl ester